C(CCCCCCC)SC1=NC(=NC(=N1)SCCCCCCCC)NC1=CC(=C(C(=C1)C(C)(C)C)O)C(C)(C)C 2,4-bis(octylmercapto)-6-(3,5-di-tert-butyl-4-hydroxyphenylamino)-1,3,5-triazine